C(C)C1=C2C(=C(C(N(C2=CC=C1[N+](=O)[O-])C)=O)C(=O)O)N[C@H](C(CO)(F)F)C1CC1 (S)-ethyl-4-((1-cyclopropyl-2,2-difluoro-3-hydroxypropyl)amino)-1-methyl-6-nitro-2-oxo-1,2-dihydroquinoline-3-carboxylic acid